(E)-4-((tetrahydro-2H-pyran-2-yl)oxy)but-2-en-1-yl (10,15-dioxo-19-((3aS,4S,6aR)-2-oxohexahydro-1H-thieno[3,4-d]imidazol-4-yl)-3,6,9-trioxa-11,14-diazanonadecyl)carbamate O=C(OCCOCCOCCNC(OC\C=C\COC1OCCCC1)=O)NCCNC(CCCC[C@@H]1SC[C@@H]2NC(N[C@@H]21)=O)=O